[1,3-bis(2,6-diisopropylphenyl)imidazol-2-yl](3-chloropyridyl)dichloropalladium (II) C(C)(C)C1=C(C(=CC=C1)C(C)C)N1C(N(C=C1)C1=C(C=CC=C1C(C)C)C(C)C)[Pd-2](Cl)(Cl)C1=NC=CC=C1Cl